OC1=CN=C(C=C1C=O)C1=CN=C(S1)C1=CC=C(C=C1)N1CCCC1 5-hydroxy-2-(2-(4-(pyrrolidin-1-yl)phenyl)thiazol-5-yl)isonicotinaldehyde